CN(C1=C(C=CC(=C1)C(=O)OC)[C@@H]1CC2(CC(C2)(F)F)CCN1CC1=C2C=CN(C2=C(C=C1OC)C)C(=O)OC(C)(C)C)C tert-Butyl (S)-4-((6-(2-(dimethylamino)-4-(methoxycarbonyl)phenyl)-2,2-difluoro-7-azaspiro[3.5]nonan-7-yl)methyl)-5-methoxy-7-methyl-1H-indole-1-carboxylate